C(#N)C1=C(C=CC=C1)SC=1C=2N(C=C(C1)C=1C=NN(C1C)C1CCC(CC1)(NC)C)N=CC2 4-((2-cyanophenyl)thio)-6-(5-methyl-1-((1r,4r)-4-methyl-4-(methylamino)cyclohexyl)-1H-pyrazol-4-yl)pyrazolo[1,5-a]pyridine